C(#N)C1=C(C=CC=C1)C=1C=CC(=NC1)O[C@H]1[C@H](COC1)NS(=O)(=O)C(C)C Propane-2-sulfonic acid {(3S,4S)-4-[5-(2-cyano-phenyl)-pyridin-2-yloxy]-tetrahydro-furan-3-yl}-amide